3,3-dicyclopropylpropanoic acid C1(CC1)C(CC(=O)O)C1CC1